fluoronaphthalen-1-yl trifluoromethanesulfonate FC(S(=O)(=O)OC1=C(C=CC2=CC=CC=C12)F)(F)F